ClC1=NC(=CC(=N1)C(C)(F)F)C 2-chloro-4-(1,1-difluoroethyl)-6-methylpyrimidine